hexyl-N'-(3-phenylpropyl)propane-1,3-diamine C(CCCCC)C(CCNCCCC1=CC=CC=C1)N